(S)-2-(4-(6-((4-chloro-3-fluorobenzyl)oxy)pyridin-2-yl)-2,5-difluorobenzyl)-1-(4,4-dimethyltetrahydrofuran-3-yl)-1H-benzo[d]imidazole-6-carboxylic acid ClC1=C(C=C(COC2=CC=CC(=N2)C2=CC(=C(CC3=NC4=C(N3[C@@H]3COCC3(C)C)C=C(C=C4)C(=O)O)C=C2F)F)C=C1)F